2-(6-chloro-5-morpholinopyridazin-3-yl)-2-(2,6-dichlorophenyl)acetonitrile ClC1=C(C=C(N=N1)C(C#N)C1=C(C=CC=C1Cl)Cl)N1CCOCC1